FC(C1=CC=CC(=N1)C1=NC(=CC=C1)C(F)(F)F)(F)F 6,6'-bis(trifluoromethyl)-2,2'-bipyridyl